5-chloro-1-(4,4-difluorobutyl)-1H-pyrazol-4-amine ClC1=C(C=NN1CCCC(F)F)N